9-(4-methoxy-2,6-dimethylphenyl)-3,4-dihydropyrido[2,1-c][1,2,4]thiadiazine 2,2-dioxide COC1=CC(=C(C(=C1)C)C1=CC=CN2C1=NS(CC2)(=O)=O)C